(3S)-6-butoxy-3-methyl-3,4-dihydronaphthalene-2-carbaldehyde C(CCC)OC=1C=C2C[C@@H](C(=CC2=CC1)C=O)C